(R)-N-(2-(4-cyanothiazolidin-3-yl)-2-oxoethyl)-6-(pyrimidin-5-yl)quinoline-4-carboxamide C(#N)[C@H]1N(CSC1)C(CNC(=O)C1=CC=NC2=CC=C(C=C12)C=1C=NC=NC1)=O